COC1=NC=CC(=C1)C1=CN(C[C@H](O1)C)S(=O)(=O)C1=CC=C(C=C1)C (2R)-6-(2-methoxy-4-pyridyl)-2-methyl-4-(p-tolylsulfonyl)-2,3-dihydro-1,4-oxazine